2,4-dimethyl-4-methoxy-carbonyl-undecanoic acid CC(C(=O)O)CC(CCCCCCC)(C(=O)OC)C